CC1=CC=C(C=C1)S(=O)(=O)[O-].CN(C1=CC=[NH+]C=C1)C 4-dimethylaminopyridinium-para-toluenesulfonic acid salt